2-(4,6-dimethylpyrazolo[1,5-a]pyrazin-2-yl)-9-methyl-7-(4-methyl-1,4-diazepan-1-yl)-4H-pyrido[1,2-a]pyrimidin-4-one CC=1C=2N(C=C(N1)C)N=C(C2)C=2N=C1N(C(C2)=O)C=C(C=C1C)N1CCN(CCC1)C